FC1=CC=C(C=C1)C1=C(CCC(C1)(C)C)C(=O)N1C2CN(C(C1)CC2)CC=2C=C1CN(C(C1=CC2)=O)C2C(NC(CC2)=O)=O 3-(5-((5-(4'-fluoro-5,5-dimethyl-3,4,5,6-tetrahydro-[1,1'-biphenyl]-2-carbonyl)-2,5-diazabicyclo[2.2.2]octane-2-yl)methyl)-1-oxoisoindolin-2-yl)piperidine-2,6-dione